C(C)C=1C=C(C=O)C=C(C1)CC 3,5-DIETHYLBENZALDEHYDE